pentan-1-ylcarbamate C(CCCC)NC([O-])=O